N1(N=NC2=C1C=CC=C2)CC(=O)N(C2=CC=C(C=C2)C=2N=CNC2)CC2=C(C=CC=C2F)F 2-(benzotriazol-1-yl)-N-[(2,6-difluorophenyl)methyl]-N-[4-(1H-imidazol-4-yl)phenyl]acetamide